(1R,3S)-3-(3-{[(3-methoxy-1-methyl-1H-pyrazol-4-yl)acetyl]amino}-1H-pyrazol-5-yl)cyclopentyl tert-butylcarbamate C(C)(C)(C)NC(O[C@H]1C[C@H](CC1)C1=CC(=NN1)NC(CC=1C(=NN(C1)C)OC)=O)=O